6-(3-(3-(3-hydroxy-2-(hydroxymethyl)propoxy)-2,2-bis((3-hydroxy-2-(hydroxymethyl)propoxy)methyl)propyl)ureido)hexanoic acid OCC(COCC(CNC(NCCCCCC(=O)O)=O)(COCC(CO)CO)COCC(CO)CO)CO